[Cl-].C[NH+](C)C trimethyl-ammonium chlorid